(E)-1,4-bis(2-isocyanatoethyl)-1,4-dimethyltetrazene N(=C=O)CCN(\N=N\N(C)CCN=C=O)C